CC1=CC(=CC(=C1)C(C)(C)C)C1=CC(=CC(=C1)C)C(C)(C)C 4,4'-dimethyl-6,6'-di-t-butyl-2,2'-biphenyl